1-(chloromethyl)-1H-pyrazole-4-carboxylic acid ethyl ester C(C)OC(=O)C=1C=NN(C1)CCl